C[C@@H]1CCN2C(O1)=C(C(=N2)C=2C=NN(C2)C2COC2)C(=O)OCC Ethyl (5R)-5-methyl-2-[1-(oxetan-3-yl)pyrazol-4-yl]-6,7-dihydro-5H-pyrazolo[5,1-b][1,3]oxazine-3-carboxylate